tert-Butyl 4-[5-amino-4-cyano-3-[4-[[(2-methoxybenzoyl)amino]methyl]phenyl]pyrazol-1-yl]-3,3-difluoro-pyrrolidine-1-carboxylate NC1=C(C(=NN1C1C(CN(C1)C(=O)OC(C)(C)C)(F)F)C1=CC=C(C=C1)CNC(C1=C(C=CC=C1)OC)=O)C#N